bis-(4-chloro-benzoyl)peroxide ClC1=CC=C(C(=O)OOC(C2=CC=C(C=C2)Cl)=O)C=C1